NC1=NC2=NC=C(N=C2C=N1)C=1C(=C(C=CC1F)N1C(C=CC(=C1)Cl)OC)F N-[3-(2-aminopteridin-6-yl)-2,4-difluorophenyl]-5-chloro-2-methoxypyridine